benzyl N-[(9R,10E,13S)-9-methyl-8-oxo-3-{[2-(trimethylsilyl)ethoxy]methyl}-3,4,7,15-tetraazatricyclo[12.3.1.02,6]octadeca-1(18),2(6),4,10,14,16-hexaen-13-yl]carbamate C[C@H]\1C(NC=2C=NN(C2C=2C=CN=C([C@H](C/C=C1)NC(OCC1=CC=CC=C1)=O)C2)COCC[Si](C)(C)C)=O